5-(furan-2-yl)-N-(4-(1-isopropyl-4-(trifluoromethyl)-1H-imidazol-2-yl)benzyl)-6'-methoxy-[2,5'-bipyrimidin]-4-amine O1C(=CC=C1)C=1C(=NC(=NC1)C=1C=NC=NC1OC)NCC1=CC=C(C=C1)C=1N(C=C(N1)C(F)(F)F)C(C)C